C(C1=CC=CC=C1)OC=1C=CC(=NC1C1OCCO1)CCN1CC2=CC=CC=C2CC1 2-(2-(5-(benzyloxy)-6-(1,3-dioxolan-2-yl)pyridin-2-yl)ethyl)-1,2,3,4-tetrahydroisoquinoline